[NH4+].C(#N)C=1C(=NC(=C(C1C1CC1)C#N)O)O 3,5-dicyano-4-cyclopropyl-6-hydroxypyridin-2-ol ammonium